N,N-bis(2-methoxyethyl)-4,8-bis(4-methoxypiperidin-1-yl)-6-((6-methylpyridin-3-yl)methoxy)pyrimido[5,4-d]pyrimidin-2-amine COCCN(C=1N=C(C2=C(N1)C(=NC(=N2)OCC=2C=NC(=CC2)C)N2CCC(CC2)OC)N2CCC(CC2)OC)CCOC